COC1=NC=C(C=N1)C=1C=NC(=NC1)NC(=O)N 1-(2'-methoxy-5,5'-bipyrimidin-2-yl)urea